ONCC1=CC=C(NC2=CC=C(C=C2)CCCCC)C=C1 4-((hydroxyamino)methyl)-N-(4-pentylphenyl)aniline